ethylmalonyl-CoA C(C)C(C(=O)SCCNC(CCNC([C@@H](C(COP(OP(OC[C@@H]1[C@H]([C@H]([C@@H](O1)N1C=NC=2C(N)=NC=NC12)O)OP(=O)(O)O)(=O)O)(=O)O)(C)C)O)=O)=O)C(=O)O